N(=N[AsH2])[AsH2] Azoarsine